[(1S,6R,7S)-3-[3-(4-chloro-2-methylindazol-5-yl)-1H-pyrazolo[3,4-b]pyrazin-6-yl]-7-(4-methyl-1,3-thiazol-2-yl)-3-azabicyclo[4.1.0]heptan-7-yl]methanamine ClC=1C2=CN(N=C2C=CC1C1=NNC2=NC(=CN=C21)N2C[C@@H]1[C@]([C@@H]1CC2)(C=2SC=C(N2)C)CN)C